C(C)(C)(C)OC(=O)N[C@H](C(=O)O)[C@H]1OC2=C(C1)C=CC=C2 (S)-2-((tert-butoxycarbonyl)amino)-2-((S)-2,3-dihydrobenzofuran-2-yl)acetic acid